1-methyl-Imidazolidinone CN1C(NCC1)=O